ClC=1C=C(C=CC1)[C@H]1C[C@](C(N([C@@H]1C1=CC=C(C=C1)Cl)[C@H](CN(S(=O)(=O)C)C)CC)=O)(C)CC(=O)O 2-((3R,5R,6S)-5-(3-chlorophenyl)-6-(4-chlorophenyl)-3-methyl-1-((S)-1-(N-methylmethylsulfonamido)butan-2-yl)-2-oxopiperidin-3-yl)acetic Acid